(2-(4-bromophenyl)-2-(2,3,4-trimethoxy-6-methylphenyl)ethyl)(phenyl)selenane BrC1=CC=C(C=C1)C(CC1([Se]CCCC1)C1=CC=CC=C1)C1=C(C(=C(C=C1C)OC)OC)OC